OC1(CN(C1)[C@@H]1[C@@H](CCCC1)OC=1C=C2CN(C(C2=CC1)=O)N1C(CCCC1=O)=O)C1=CC=CC=C1 (5-(((cis)-2-(3-hydroxy-3-phenylazetidin-1-yl)cyclohexyl)oxy)-1-oxoisoindolin-2-yl)piperidine-2,6-dione